6-methyl-2-(pyrimidin-4-yl)-N-(3-(4-(trifluoromethoxy)phenyl)propyl)thieno[2,3-d]pyrimidin-4-amine CC1=CC2=C(N=C(N=C2NCCCC2=CC=C(C=C2)OC(F)(F)F)C2=NC=NC=C2)S1